propylene diIsocyanate C(C(C)N=C=O)N=C=O